C(#N)CC(C(=O)OCC)(C(=O)OCC)C diethyl 2-(cyanomethyl)-2-methyl-propanedioate